ethyl (E)-3-(2-((4-((R)-2-(4-chloro-2-fluorophenyl)-2-methylbenzo[d][1,3]dioxol-4-yl) piperidin-1-yl) methyl)-1-(((S)-oxetan-2-yl) methyl)-1H-imidazol-5-yl)-2-methylacrylate ClC1=CC(=C(C=C1)[C@]1(OC2=C(O1)C=CC=C2C2CCN(CC2)CC=2N(C(=CN2)/C=C(/C(=O)OCC)\C)C[C@H]2OCC2)C)F